BrC(C=C(F)F)(C(F)F)F 3-bromo-1,1,3,4,4-pentafluorobut-1-ene